(R)-N-(7-(1-(1-propenylpiperidin-3-yl)-4-amino-1H-pyrazolo[3,4-d]pyrimidin-3-yl)benzo[d][1,3]dioxol-4-yl)-5,6,7,8-tetrahydronaphthalene-1-carboxamide C(=CC)N1C[C@@H](CCC1)N1N=C(C=2C1=NC=NC2N)C2=CC=C(C1=C2OCO1)NC(=O)C1=CC=CC=2CCCCC12